13-keto-9Z,11E-octadecadienoic acid CCCCCC(=O)/C=C/C=C\CCCCCCCC(=O)O